FC(CN1C[C@@H]([C@H](CC1)NC(=O)C1=CC(=CC=2N(C=NC21)CC(F)(F)F)C#CCNC2=C(C=C(C=C2)S(=O)(=O)C)OCC)C)F N-[(3S,4S)-1-(2,2-difluoroethyl)-3-methyl-4-piperidyl]-6-[3-(2-ethoxy-4-mesylphenylamino)-1-propynyl]-1-(2,2,2-trifluoroethyl)-1H-1,3-benzimidazole-4-carboxamide